2-{3-[2-(4-chloro-3-fluorophenoxy)acetamido]bicyclo[1.1.1]pent-1-yl}-N5-ethylpyridine-2,5-dicarboxamide ClC1=C(C=C(OCC(=O)NC23CC(C2)(C3)C3(NC=C(C=C3)C(=O)NCC)C(=O)N)C=C1)F